C(C)(=O)[Ag] acetyl-silver